2-(aminomethyl)-6,12-dioxo-6,12-dihydroindolo[2,1-b]quinazoline-8-carbonitrile hydrochloride Cl.NCC=1C=C2C(N3C(=NC2=CC1)C(C1=CC(=CC=C13)C#N)=O)=O